N1=CC=C(C=C1)NC(=O)C1=NN(C2=CC=CC=C12)C(=O)[O-] 3-(pyridine-4-ylcarbamoyl)-1H-indazol-1-carboxylate